6-(((benzyloxy)carbonyl)(methyl)amino)-2-(3-iodophenyl)-2-methylhexanoic acid C(C1=CC=CC=C1)OC(=O)N(CCCCC(C(=O)O)(C)C1=CC(=CC=C1)I)C